ClC1=CC=C(N=N1)N1C(N(C(CC1)=O)CC1=C(C=C(C=C1)OC)OC)=O 1-(6-chloropyridazin-3-yl)-3-(2,4-dimethoxybenzyl)dihydropyrimidine-2,4(1H,3H)-dione